arsenic-lead-zinc [Zn].[Pb].[As]